bis(2,6-diethylphenyl)thiourea C(C)C1=C(C(=CC=C1)CC)NC(NC1=C(C=CC=C1CC)CC)=S